C1(=CC=CC=C1)C=1OC(C(N1)C(CCC(=O)OC)=O)=O 2-PHENYL-4-(3-CARBOMETHOXYPROPIONYL)-1,3-OXAZOLIN-5-ONE